C(C)C1=CC=CC=2N(CCOCC21)C2=NC(N(C1=CC(=C(C=C21)C#N)OCCO)C)=O 4-(6-ethyl-2,3-dihydrobenzo[e][1,4]oxazepine-1(5H)-yl)-7-(2-hydroxyethoxy)-1-methyl-2-oxo-1,2-dihydroquinazoline-6-carbonitrile